(2S,4aR,4bS,6aR,7R,10aS,10bS)-2-ethyl-7-((2R,5R)-5-hydroxy-6-methylheptan-2-yl)-4a,6a-dimethyl-1,2,3,4,4a,4b,5,6,6a,7,8,9,10,10a,10b,11-hexadecahydrochrysen-2-ol C(C)[C@]1(CC2=CC[C@H]3[C@@H]4CCC[C@@H]([C@]4(CC[C@@H]3[C@]2(CC1)C)C)[C@H](C)CC[C@H](C(C)C)O)O